O1NC(=CC=C1)C(=O)[O-].[K+] potassium Oxazinate